4-chloro-5-methyl-2-(1H-pyrrol-1-yl)aniline ClC1=CC(=C(N)C=C1C)N1C=CC=C1